C(CCC)OC(=O)C1C(C2C(CC1)O2)C(=O)OCCCC 3,4-epoxy-dibutylcyclohexane-1,2-Dicarboxylate